(2S)-2-[[5-[3-(difluoromethyl)-1,2,4-oxadiazol-5-yl]-2-(3-methyl-4-methylsulfonyl-anilino)pyrimidin-4-yl]amino]-2-phenyl-ethanol FC(C1=NOC(=N1)C=1C(=NC(=NC1)NC1=CC(=C(C=C1)S(=O)(=O)C)C)N[C@H](CO)C1=CC=CC=C1)F